6-(2,4-dimethylpyrazol-3-yl)-N-[2-[2-[(3-methyl-2-pyridyl)methyl]-3,3a,4,5,6,6a-hexahydro-1H-cyclopenta[c]pyrrol-4-yl]ethyl]pyridazin-3-amine CN1N=CC(=C1C1=CC=C(N=N1)NCCC1CCC2CN(CC21)CC2=NC=CC=C2C)C